(R)-N-(6,8-dimethylisoquinolin-1-yl)-6-(5-methyl-1,3,4-oxadiazol-2-yl)-N-(piperidin-3-yl)nicotinamide CC=1C=C2C=CN=C(C2=C(C1)C)N(C(C1=CN=C(C=C1)C=1OC(=NN1)C)=O)[C@H]1CNCCC1